Calcium-oxide [O-2].[Ca+2]